N-(4-((2-pyrrolidin-1-yl)ethoxy)phenyl)quinazolin-2-amine N1(CCCC1)CCOC1=CC=C(C=C1)NC1=NC2=CC=CC=C2C=N1